COC(=O)C=1C(=NC=CC1)NC1=CC(=C(C=C1)OC1=CC(=NC=C1)NC(=O)C)F 2-[(4-[(2-Acetaminopyridin-4-yl)oxy]-3-fluorophenyl)amino]pyridine-3-carboxylic acid methyl ester